(R)-5-ethyl-5-{4-[4-(3,5,6-trimethylpyridin-2-yl)piperazine-1-carbonyl]phenyl}imidazolidine-2,4-dione C(C)[C@]1(C(NC(N1)=O)=O)C1=CC=C(C=C1)C(=O)N1CCN(CC1)C1=NC(=C(C=C1C)C)C